N=1C=NN2C1C=C(C=C2)OC2=CC=C(C=C2)NC=2C1=C(N=CN2)C=CC(=N1)N1CCNCC1 N-(4-([1,2,4]Triazolo[1,5-a]pyridin-7-yloxy)phenyl)-6-(piperazin-1-yl)pyrido[3,2-d]pyrimidin-4-amine